4-((4-(1-Isopropyl-1H-pyrazol-4-yl)pyridin-2-yl)((4-(4-methoxy-3-methylphenyl)bicyclo[2.2.2]octan-1-yl)methyl) carbamoyl)cyclohexyl (2-hydroxyethyl)trans-carbamate OCCNC(OC1CCC(CC1)C(N(CC12CCC(CC1)(CC2)C2=CC(=C(C=C2)OC)C)C2=NC=CC(=C2)C=2C=NN(C2)C(C)C)=O)=O